BrC1=CC=2C3=C(C=NC2C=C1)N(C(N3C=3C=NC(=CC3)C(F)(F)F)=O)C 8-bromo-3-methyl-1-(6-(trifluoromethyl)pyridin-3-yl)-1,3-dihydro-2H-imidazo[4,5-c]quinolin-2-one